N1(N=NC=C1)C1=CC=C(C(=O)N)C=C1 4-(1H-1,2,3-triazol-1-yl)benzamide